tert-Butyl-3-(4-methyl-3-((1-(naphthalen-1-yl)ethyl)carbamoyl)phenoxy)azetidine-1-carboxylate C(C)(C)(C)OC(=O)N1CC(C1)OC1=CC(=C(C=C1)C)C(NC(C)C1=CC=CC2=CC=CC=C12)=O